4,6-dichloro-1-cyclohexyl-3-methyl-1H-pyrazolo[3,4-d]pyrimidine ClC1=C2C(=NC(=N1)Cl)N(N=C2C)C2CCCCC2